(2r,4s)-2-(4-(4-(trimethylsilyl)phenyl)piperidine-1-carbonyl)-5-azaspiro[3.4]Octane-6-one C[Si](C1=CC=C(C=C1)C1CCN(CC1)C(=O)C1CC2(C1)NC(CC2)=O)(C)C